CC1CC(N(CC1C)C(=O)OC(C)(C)C)=O tert-butyl 4,5-dimethyl-2-oxo-piperidine-1-carboxylate